C(C)C(CC[Si](OCC)(OCC)OCC)OC#N 3-ethylcyanatopropyl-triethoxysilane